CC1=CC=C(CN(C(C)=O)C=C)C=C1 N-(4-methylbenzyl)-N-vinylacetamide